5-methoxy-1-methyl-6-(triethylsilyl)-1H-indole COC=1C=C2C=CN(C2=CC1[Si](CC)(CC)CC)C